4-(trifluoromethyl)benzoic acid-2,3,5,6-d4 FC(C1=C(C(=C(C(=O)O)C(=C1[2H])[2H])[2H])[2H])(F)F